2-(2-ethylquinolin-5-yl)-5-(1-methyl-3-(trifluoromethyl)-1H-pyrazol-4-yl)-3,4-dihydroisoquinolin-1(2H)-one C(C)C1=NC2=CC=CC(=C2C=C1)N1C(C2=CC=CC(=C2CC1)C=1C(=NN(C1)C)C(F)(F)F)=O